tert-butyl 3-[(5-bromo-3-chloropyrazin-2-yl)oxy]pyrrolidine-1-carboxylate BrC=1N=C(C(=NC1)OC1CN(CC1)C(=O)OC(C)(C)C)Cl